5-(3-methoxybenzyl)-1H-indazol-3-amine COC=1C=C(CC=2C=C3C(=NNC3=CC2)N)C=CC1